2-(4-fluorobenzyl)-4-(4-fluorophenyl)imidazole FC1=CC=C(CC=2NC=C(N2)C2=CC=C(C=C2)F)C=C1